OC1=CC=C(C=C1)S(=O)(=O)N(CC(=O)OC)CC(C)C methyl N-((4-hydroxyphenyl)sulfonyl)-N-isobutylglycinate